C1(=CC=CC2=CC=CC=C12)[C@@H](C)N R-α-naphthylethylamine